C1(CC1)C1=NN(C(=N1)C(=O)N1[C@@H](C2=C(CC1)NC=N2)C=2OC1=C(N2)C=CC=C1F)C (S)-(3-cyclopropyl-1-methyl-1H-1,2,4-triazol-5-yl)(4-(7-fluorobenzo[d]oxazol-2-yl)-6,7-dihydro-1H-imidazo[4,5-c]pyridin-5(4H)-yl)methanone